2,6-dimethyl-5,7-dioxo-10-(trimethylstannyl)-1,2,4,4a,5,6,7,8-Octahydro-3H-pyrazino[1',2':4,5]pyrazino[2,3-c][1,8]naphthyridine-3-carboxylate CC1N(CC2N(C3=C(C(NC=4N=C(C=CC34)[Sn](C)(C)C)=O)N(C2=O)C)C1)C(=O)[O-]